3-[4-(pyrrolo[1,2-b]pyridazin-4-yloxy)-3-vinylphenyl]-1-[5-(trifluoromethyl)-3-pyridinyl]-2,4-imidazolidinedione N=1N2C(C(=CC1)OC1=C(C=C(C=C1)N1C(N(CC1=O)C=1C=NC=C(C1)C(F)(F)F)=O)C=C)=CC=C2